ClC1=CSC2=C1NC(=C2)C(=O)N2[C@H]([C@@H]1[C@H](C2)CC(C1)(F)F)C(=O)N[C@@H](C[C@@H]1C(NCCC1)=O)C#N (1R,3aR,6aS)-2-(3-chloro-4H-thieno[3,2-b]pyrrole-5-carbonyl)-N-((S)-1-cyano-2-((R)-2-oxopiperidin-3-yl)ethyl)-5,5-difluorooctahydrocyclopenta[c]pyrrole-1-carboxamide